NC=1C(NC2=C3C(=C(C=C2C1C1=C2C=NNC2=C(C=C1)F)C1CC1)C=C(C=C3)Cl)=O 3-Amino-8-chloro-6-cyclopropyl-4-(7-fluoro-1H-indazol-4-yl)-1H-benzo[h]quinolin-2-one